1,3-bis(4-methoxy-2,6-dimethylphenyl)-4,5-dimethylimidazolium chloride salt [Cl-].COC1=CC(=C(C(=C1)C)N1C=[N+](C(=C1C)C)C1=C(C=C(C=C1C)OC)C)C